C(C)(C)(C)C=1C=C(C(=O)OC2=C(C=C(C=C2)C(C)(C)C)C(C)(C)C)C=C(C1O)C(C)(C)C 2,4-di-t-butylphenyl 3,5-di-t-butyl-4-hydroxybenzoate